3-(acryloyloxypropyloxy)-4-methylcoumarin C(C=C)(=O)OCCCOC=1C(OC2=CC=CC=C2C1C)=O